COCCC1=CC(=CC=C1)S(=O)(=O)C (±)-2-methoxy-1-(3-(methylsulfonyl)phenyl)ethan